N1(C=NC=C1)C(=O)OCC1=CC=C(C=C1)C#N 4-cyanobenzyl 1H-imidazole-1-carboxylate